Octamethyl-cyclotetrasilane C[Si]1([Si]([Si]([Si]1(C)C)(C)C)(C)C)C